ClC1=C(C=C(C=C1)[C@H](NC(=O)[C@H]1NC(NC1)=O)C1=CC=C(C=C1)OC(F)(F)F)C#N |o1:7| (S)-N-((R or S)-(4-chloro-3-cyanophenyl)(4-(trifluoromethoxy)phenyl)methyl)-2-oxoimidazolidine-4-carboxamide